C(CCC)C=1OC=CC1 2-n-butylfuran